ClC=1C(=C(C=CC1)NC1=NC=NC2=CC(=C(C=C12)OCC=1C=C2CN(C(C2=CC1)=O)C1C(NC(CC1)=O)=O)OC)F 3-(5-(((4-((3-chloro-2-fluorophenyl)amino)-7-methoxyquinazolin-6-yl)oxy)methyl)-1-oxoisoindolin-2-yl)piperidine-2,6-dione